N-[4-(2,4-difluorophenoxy)-3-(1,5-dimethyl-6-oxopyridin-3-yl)phenyl]-N-(oxetan-3-yl)methanesulfonamide FC1=C(OC2=C(C=C(C=C2)N(S(=O)(=O)C)C2COC2)C2=CN(C(C(=C2)C)=O)C)C=CC(=C1)F